ClC1=CC=C(C=C1)C1N(C(C2=CC(=CC(=C12)F)C1(OC1)C)=O)CC1=NC=C(C=C1)Cl 3-(4-chlorophenyl)-2-[(5-chloropyridin-2-yl)methyl]-4-fluoro-6-(2-methyloxiran-2-yl)-2,3-dihydro-1H-isoindol-1-one